N-(3-methyl-pyrazin-2-yl)-N-methyl-carbamic acid tert-butyl ester C(C)(C)(C)OC(N(C)C1=NC=CN=C1C)=O